N,N-di(cis-4-n-butylcyclohexyl)-5-(cis-4-tert-butylcyclohexylcarbonylamino)isophthalamide C(CCC)[C@H]1CC[C@H](CC1)N(C(C1=CC(C(=O)N)=CC(=C1)NC(=O)[C@@H]1CC[C@@H](CC1)C(C)(C)C)=O)[C@@H]1CC[C@@H](CC1)CCCC